(4-(aminomethyl)-1-oxo-1,2-dihydro-phthalazin-6-yl)-7-cyclopropoxyspiro[indolin-3,3'-pyrrole]-2-one NCC1=NNC(C2=CC=C(C=C12)C1=NC=CC12C(NC1=C(C=CC=C12)OC1CC1)=O)=O